1-(4-(3,3-Dimethylazetidin-1-yl)phenyl)-5,7-difluoro-1H-indazol-6-ol CC1(CN(C1)C1=CC=C(C=C1)N1N=CC2=CC(=C(C(=C12)F)O)F)C